ethyl-tributoxytin C(C)[Sn](OCCCC)(OCCCC)OCCCC